2,6-Diamino-3-bromo-pyridine NC1=NC(=CC=C1Br)N